C(C=C)NC1=CC=CC=C1 N-Allyl-Aniline